C(C)(C)(C)OC(=O)N1[C@@H]([C@H]([C@H](C1)O)F)C(NCC1=CC=C(C=C1)C1=C(N=CS1)C)=O (2R,3R,4S)-3-fluoro-4-hydroxy-2-((4-(4-methylthiazol-5-yl)benzyl)carbamoyl)pyrrolidine-1-carboxylic acid tert-butyl ester